methyl-N-(1-methylcyclopropyl)-5-[3-(oxetan-4-yl)-5H,6H,7H-pyrrolo[3,4-b]pyridine-6-carbonyl]furo[2,3-d]pyrimidin-4-amine CC=1N=C(C2=C(N1)OC=C2C(=O)N2CC1=NC=C(C=C1C2)C2CCO2)NC2(CC2)C